3-(2-(4-(2-fluoro-5-(oxazol-2-yl)phenyl)piperazin-1-yl)ethyl)-8-(pyridin-2-yl)-3H-[1,2,4]triazolo[5,1-i]purin-5-amine FC1=C(C=C(C=C1)C=1OC=CN1)N1CCN(CC1)CCN1C=2N=C(N3C(C2N=C1)=NC(=N3)C3=NC=CC=C3)N